5-amino-2-(2-hydroxy-2-methylpropyl)-6-(2-(trifluoromethyl)phenyl)pyridazin-3(2H)-one NC1=CC(N(N=C1C1=C(C=CC=C1)C(F)(F)F)CC(C)(C)O)=O